CC1(OCC=2C=NC(=CC21)C(=O)OC)C(F)(F)F methyl 1-methyl-1-(trifluoromethyl)-1,3-dihydrofuro[3,4-c]pyridine-6-carboxylate